ClCC(=O)N[C@@H]1CN(CC[C@@H]1O)C(=O)OCC1=CC=CC=C1 (cis)-benzyl 3-(2-chloroacetylamino)-4-hydroxypiperidine-1-carboxylate